C[C@H]1N(CCC1)C(=O)C=1C=C2N=CC=NC2=CC1 |r| (±)-(2-Methyl-pyrrolidin-1-yl)-quinoxalin-6-yl-methanone